butyl 3-((1-acetoxyhexan-3-yl)thio)propanoate C(C)(=O)OCCC(CCC)SCCC(=O)OCCCC